2-(bis(4-methoxybenzyl)amino)-4-(butylamino)pyrido[4,3-d]pyrimidin-5(6H)-one COC1=CC=C(CN(C=2N=C(C3=C(N2)C=CNC3=O)NCCCC)CC3=CC=C(C=C3)OC)C=C1